CN(CCC[Si](OCC)(OCC)OCC)C [3-(dimethylamino)propyl]triethoxysilane